C(C)OC(=O)C=1N=C(SC1C=1C=NN(C1C)CC12CC3CC(CC(C1)C3)C2)NC=2N=NC(=C(C2C)C)NC=2SC3=C(N2)C=CC=C3 {1-[(adamantan-1-yl)methyl]-5-methyl-1H-pyrazol-4-yl}-2-({6-[(1,3-benzothiazol-2-yl)amino]-4,5-dimethylpyridazin-3-yl}amino)-1,3-thiazole-4-carboxylic acid ethyl ester